rac-(1R,2S,5R)-1-amino-5-(2-boronoethyl)-2-(((2,2,2-trifluoroethyl)amino)methyl)cyclohexanecarboxylic acid dihydrochloride Cl.Cl.N[C@]1([C@@H](CC[C@H](C1)CCB(O)O)CNCC(F)(F)F)C(=O)O |r|